BrC=1C(=C2C(=CN=CC2=CC1)N=S(C)(C)=C=O)Cl ((6-bromo-5-chloroisoquinolin-4-yl)imino)dimethyl-λ6-Thioketone